C(C)(C)(C)OC(=O)N1CC(C1)(C)[C@](C1=CC=C(C=C1)OC(F)(F)F)(C1=CC(=CC=C1)C(NCC#C)=O)O 3-[(S)-Hydroxy-(3-prop-2-ynylcarbamoyl-phenyl)-(4-trifluoromethoxy-phenyl)-methyl]-3-methyl-azetidine-1-carboxylic acid tert-butyl ester